C(C)C=1C=C2C(=C(C(=NC2=C(C1)F)N1[C@H](CN(CC1)C1CCOCC1)C)C1=NC(=NO1)C)C (S)-5-(6-ethyl-8-fluoro-4-methyl-2-(2-methyl-4-(tetrahydro-2H-pyran-4-yl)piperazin-1-yl)quinolin-3-yl)-3-methyl-1,2,4-oxadiazole